C1(CC1)NC(=O)C1=C(C=CC=C1)SC1=CC=C2C(=NN(C2=C1)C(=O)OC(C)(C)C)I tert-butyl 6-[2-(cyclopropylcarbamoyl)phenyl]thio-3-iodoindazole-1-carboxylate